C(#N)C1=CC(=C(C(=O)N([C@H]2CNCCC2)C2=NC=CC3=CC=CC(=C23)C)C=C1)C1=CC=NN1 4-cyano-N-(8-methyl-1-isoquinolyl)-N-[(3R)-3-piperidyl]-2-(1H-pyrazol-5-yl)benzamide